Cl.CN1C(=NC(=C1)C(=O)O)C 1,2-dimethyl-1H-imidazole-4-carboxylic acid hydrochloride salt